3-methyl-1-(oxan-2-yl)-4-(4,4,5,5-tetramethyl-1,3,2-dioxaborolan-2-yl)-1H-pyrazole CC1=NN(C=C1B1OC(C(O1)(C)C)(C)C)C1OCCCC1